methyl (Z)-1-(4-amino-2-fluorobut-2-en-1-yl)-4-(3-(N,N-dimethylsulfamoyl)-4-methoxyphenyl)-1H-benzo[d]imidazol-6-carboxylate NC\C=C(\CN1C=NC2=C1C=C(C=C2C2=CC(=C(C=C2)OC)S(N(C)C)(=O)=O)C(=O)OC)/F